BrC1=CC=CC=2OC(OC21)(C)C2=C(C#N)C=CC=C2F (4-bromo-2-methyl-1,3-benzodioxol-2-yl)-3-fluoro-benzonitrile